CC(C(=O)NCC=1C=CC(=C(C(=O)NC2=C3C=NN(C3=CC=C2)C=2SC=CN2)C1)C(F)(F)F)(C)C 5-{[(2,2-dimethylpropanoyl)amino]methyl}-N-[1-(1,3-thiazol-2-yl)-1H-indazol-4-yl]-2-(Trifluoromethyl)benzamide